ClC(OC1=CC=C(C=C1)NC(=O)C=1C=CC(N(C1)C=1C=NC(=CC1)C(F)(F)F)=O)(F)F N-[4-(Chlorodifluoromethoxy)phenyl]-2-oxo-6'-(trifluoromethyl)-2H-[1,3'-bipyridine]-5-carboxamide